[Cl-].[Cl-].[Cl-].[Cr+3].C(\C=C/C(=O)O)(=O)O maleic acid chromium trichloride